C(C)(C)(C)OC(NC1C2=C(CN(CC1)S(=O)(=O)C1=CC=C(C)C=C1)C=C(C=C2)Br)=O [8-bromo-2-(toluene-4-sulfonyl)-2,3,4,5-tetrahydro-1H-benzo[c]azepin-5-yl]-carbamic Acid Tert-Butyl Ester